tetraallyl-bisphenol A C(C=C)C1=C(C(=C(C(=C1O)CC=C)CC=C)C(C)(C)C1=CC=C(C=C1)O)CC=C